4-(4-trifluoromethylphenyl)-2-aminothiazole FC(C1=CC=C(C=C1)C=1N=C(SC1)N)(F)F